[C@H]12CN(C[C@H](CC1)O2)C=2C=C(C=1N(N2)C(=NC1)C1=NNC=C1)N1[C@@H](CN(CC1)C(C)=O)C ((R)-4-(2-((1R,S)-8-oxa-3-azabicyclo[3.2.1]oct-3-yl)-7-(1H-pyrazol-3-yl)imidazo[1,5-b]pyridazin-4-yl)-3-methylpiperazin-1-yl)ethan-1-one